3-[[4-[5-bromo-2-(8-chloro-4-oxo-chromen-2-yl)phenoxy]-1-piperidinyl]methyl]benzoic acid BrC=1C=CC(=C(OC2CCN(CC2)CC=2C=C(C(=O)O)C=CC2)C1)C=1OC2=C(C=CC=C2C(C1)=O)Cl